di-isopropylethylammonium hydrobromide Br.C(C)(C)[NH+](CC)C(C)C